naphthalene-5-sulfonyl chloride C1=CC=CC=2C(=CC=CC12)S(=O)(=O)Cl